C(C)[N+](C1=CC=CC=C1)(CC1=CC=CC=C1)CC N,N-diethyl-N-benzylanilinium